N(N)C1=CC=C(C=N1)P(C)(C)=O (6-Hydrazinopyridin-3-yl)dimethylphosphine oxide